C(C)OCCOCC Ethylene Glycol DIETHYL ETHER